(8-(6-azaspiro[2.5]octan-6-yl)imidazo[1,2-a]pyrazin-6-yl)methanamine C1CC12CCN(CC2)C=2C=1N(C=C(N2)CN)C=CN1